CCOP(=O)(C(F)(F)Br)OCC bromodifluoromethyl diethylphosphonate